C(C)C=1C(=NC=C(C1)F)C(F)(F)F ethyl-5-fluoro-2-(trifluoromethyl)pyridine